(E)-4-methyl-3-(3-(p-tolyl)acryloyl)quinolin-2(1H)-one CC1=C(C(NC2=CC=CC=C12)=O)C(\C=C\C1=CC=C(C=C1)C)=O